1,1-di(tertamylperoxy)-cyclohexane C(C)(C)(CC)OOC1(CCCCC1)OOC(C)(C)CC